18,18,18-trifluorostearic acid FC(CCCCCCCCCCCCCCCCC(=O)O)(F)F